N1=C(C=CC=C1)S(=O)(=O)N1CC2=C(C1)CN(C2)C(=O)[C@H]2COCCC2 (R)-(5-(pyridin-2-ylsulfonyl)-3,4,5,6-tetrahydropyrrolo[3,4-c]pyrrol-2(1H)-yl)(tetrahydro-2H-pyran-3-yl)methanone